C[N+]1(CCC2=CC(=C(C=C2[C@H]1CC3=CC(=C(C=C3)OC)O)O)OC)C The molecule is a tembetarine obtained by methylation of the tertiary amino function of (R)-reticuline. It derives from a (R)-reticuline. It is an enantiomer of a (S)-tembetarine.